NC=1C=C(C=C(C1)C1=NN=NN1)C1=CC=C(C(=O)NCC2=CC=CC=C2)C=C1 4-[3-amino-5-(1H-tetrazol-5-yl)phenyl]-N-benzyl-benzamide